C(C)N(C1=CC2=CC=CC(=C2C=C1)OC1=C(C(=CC=C1\N=N\C1=CC=C(C=C1)[N+](=O)[O-])NCC)C)CC (E)-N,N-diethyl-5-(3-(ethylamino)-2-methyl-6-((4-nitrophenyl)diazenyl)phenoxy)Naphthalene-2-amine